tert.Butylacetic acid C(C)(C)(C)CC(=O)O